ClC=1C=C(C(=NC1)N1C(C(N(C(C1)=O)CC1=CC=C(C=C1)C(F)(F)F)(C)C)=O)F 1-(5-chloro-3-fluoropyridin-2-yl)-3,3-dimethyl-4-(4-(trifluoromethyl)benzyl)-piperazine-2,5-dione